(2,4-dimethylphenyl) (2-nitrophenyl) sulfide [N+](=O)([O-])C1=C(C=CC=C1)SC1=C(C=C(C=C1)C)C